4-(hydroxymethyl)-2-methoxyphenyl ((1S,2S,5R)-1-hydroxy-2-isopropyl-5-methylcyclohexane-1-carbonyl)glycinate O[C@@]1([C@@H](CC[C@H](C1)C)C(C)C)C(=O)NCC(=O)OC1=C(C=C(C=C1)CO)OC